TMS-glucose [Si](C)(C)(C)C(=O)[C@H](O)[C@@H](O)[C@H](O)[C@H](O)CO